ethyl 2-[(2-([(tert-butoxy)carbonyl]amino)-1,3-benzothiazol-5-yl)oxy]-2,2-difluoroacetate C(C)(C)(C)OC(=O)NC=1SC2=C(N1)C=C(C=C2)OC(C(=O)OCC)(F)F